C(C1=CC=CC=C1)OC1(C2=NN=C(C3=C(C=C(C(OCCCC=CC1)=N3)C(F)(F)F)Br)O2)C(F)(F)F 6-benzyloxy-17-bromo-6,15-bis(trifluoromethyl)-13,19-dioxa-3,4,18-triazatricyclo[12.3.1.12,5]nonadeca-1(17),2,4,8,14(18),15-hexaene